1-ethyl-N-(7-fluoro-6-(1-methyl-1H-pyrazol-4-yl)isoquinolin-3-yl)piperidine-4-carboxamide C(C)N1CCC(CC1)C(=O)NC=1N=CC2=CC(=C(C=C2C1)C=1C=NN(C1)C)F